C(C)(C)(C)C=1OC2=C(N1)C=CC=C2S(=O)(=O)Cl 2-(tert-butyl)benzo[d]oxazole-7-sulfonyl chloride